hydroxy-2,3,4,5-tetrahydro-1,4-benzoxazepine-8-carboxamide OC1OC2=C(CNC1)C=CC(=C2)C(=O)N